2-hydroxyethyl carbonate C(OCCO)([O-])=O